tert-butyl (S)-2-(2-nitro-4-(pyrrolidine-2-carboxamido)benzoyl)hydrazine-1-carboxylate [N+](=O)([O-])C1=C(C(=O)NNC(=O)OC(C)(C)C)C=CC(=C1)NC(=O)[C@H]1NCCC1